acryloxypropyl-tri-n-propoxysilane C(C=C)(=O)OCCC[Si](OCCC)(OCCC)OCCC